1-(p-tolylsulfonyl)imidazole C1(=CC=C(C=C1)S(=O)(=O)N1C=NC=C1)C